5-bromo-1-methylimidazole BrC1=CN=CN1C